ClC1=C(C=C(C=C1)F)C1NC(C=2N(N=CC21)C)=O 4-(2-chloro-5-fluorophenyl)-1-methyl-6-oxo-1,4,5,6-tetrahydropyrrolo[3,4-c]pyrazole